lithium 1-[(3R)-3-(3-chlorophenoxy) pyrrolidin-1-yl]-4,4-difluorocyclohexane-1-carboxylate ClC=1C=C(O[C@H]2CN(CC2)C2(CCC(CC2)(F)F)C(=O)[O-])C=CC1.[Li+]